FC(CN1C(=NC2=C1C=C(C=C2F)C=2C=CN1N=C(N=C(C12)OC)NC1CC2(CCN2C(C)=O)C1)C)F 1-((4s,6r)-6-((5-(1-(2,2-difluoroethyl)-4-fluoro-2-methyl-1H-benzo[d]imidazol-6-yl)-4-methoxypyrrolo[2,1-f][1,2,4]triazin-2-yl)amino)-1-azaspiro[3.3]heptan-1-yl)ethan-1-one